1-(2-(aminomethyl)-6-cyclopropyl-imidazo[1,2-a]pyridin-8-yl)pyrrolidin-2-one hydrochloride Cl.NCC=1N=C2N(C=C(C=C2N2C(CCC2)=O)C2CC2)C1